CC1(N(CCC1)C(=O)NC(C(=O)O)CCN(CCCCC1=NC=2NCCCC2C=C1)CCOCC)C 2-[(2,2-dimethylpyrrolidine-1-carbonyl)amino]-4-[2-ethoxyethyl-[4-(5,6,7,8-tetrahydro-1,8-naphthyridin-2-yl)butyl]amino]butanoic acid